C(C)(C)(C)OC(=O)N1C[C@@H]2[C@H](C1)CC(C2)OCC2=C(C(=CC=C2)Br)Cl (3aR,5s,6aS)-5-((3-bromo-2-chlorobenzyl)oxy)hexahydrocyclopenta[c]Pyrrole-2(1H)-carboxylic acid tert-butyl ester